C(C=CC1=CC=CC=C1)OC(=O)C1CC=CCC1C(=O)O 6-((cinnamyloxy)carbonyl)cyclohex-3-enecarboxylic acid